(2-((4-((2-(6-methylpyridin-2-yl)pyrimidin-4-yl)amino)pyrimidin-2-yl)amino)thiazol-4-yl)methanol CC1=CC=CC(=N1)C1=NC=CC(=N1)NC1=NC(=NC=C1)NC=1SC=C(N1)CO